2,5-dioctyloxybenzene C(CCCCCCC)OC1=CC=C(C=C1)OCCCCCCCC